4H-pyrazino[2,3-b][1,4]oxazin-3-on O1C2=C(NC(C1)=O)N=CC=N2